O\N=C(/N)\C1=CN=C(S1)C (Z)-N'-hydroxy-2-methylthiazole-5-carboxamidine